(R)-2-[(1-methyl-1H-pyrazol-4-yl)amino]-4-[(2-phenylpropyl)amino]pyrimidin-5-carboxamide CN1N=CC(=C1)NC1=NC=C(C(=N1)NC[C@H](C)C1=CC=CC=C1)C(=O)N